C1(CC1)N1C(=CC=2C=NC(=CC21)C2=CC=C(CN1C3CN(CC1CC3)CC(C)(O)C)C=C2)C2=CC=C(C=C2)S(=O)(=O)C 1-(8-(4-(1-Cyclopropyl-2-(4-(methylsulfonyl)phenyl)-1H-pyrrolo[3,2-c]pyridin-6-yl)benzyl)-3,8-diazabicyclo[3.2.1]octan-3-yl)-2-methylpropan-2-ol